FC1=C(SC(=C1)C(C)(C)O)[S@@](=O)(N)=NC(NC1=C2C(=CC=3CCCC13)CC2)=O |r| (R)- and (S)-3-Fluoro-5-(2-hydroxypropan-2-yl)-N'-((2,4,5,6-tetrahydro-1H-cyclobuta[f]inden-3-yl)-carbamoyl)thiophene-2-sulfonimidamide